(Z)-7-(5-(5-bromo-2-methoxybenzylidene)-2,4-dioxathiazolidine-3-yl)-N-hydroxyheptanamide BrC=1C=CC(=C(\C=C/2\ON(OS2)CCCCCCC(=O)NO)C1)OC